C1(=CC=CC=C1)C#C[C@H](C)N (S)-4-phenylbut-3-yn-2-amine